2-[6-[(3aS,7aR)-6-methyl-3,3a,4,5,7,7a-hexahydro-2H-pyrrolo[2,3-c]pyridin-1-yl]-4-(difluoromethyl)pyridazin-3-yl]-5-chloro-phenol CN1C[C@H]2[C@@H](CC1)CCN2C2=CC(=C(N=N2)C2=C(C=C(C=C2)Cl)O)C(F)F